FC1=C2C(=CNC2=CC=C1)C1CN(CCC1)C 4-fluoro-3-(1-methylpiperidin-3-yl)-1H-indole